FC1=CC=C(C=N1)[C@@]([2H])(C=1N=NN(C1)C)NC=1C=C2C(=C(C=NC2=C(C1)C#N)C#N)N[C@H](CC)C1=CC=CC=C1 6-(((S)-(6-fluoropyridin-3-yl)(1-methyl-1H-1,2,3-triazol-4-yl)methyl-d)amino)-4-(((R)-1-phenylpropyl)amino)quinoline-3,8-dicarbonitrile